copper hydroxide, hemi-hydrate O.[Cu](O)O.[Cu](O)O